2-nitrobenzene oxide [N+](=O)([O-])C12C(C=CC=C1)O2